FC=1C(=C(C=CC1OCF)B1OC(C(O1)(C)C)(C)C)C 2-[3-fluoro-4-(fluoromethoxy)-2-methyl-phenyl]-4,4,5,5-tetramethyl-1,3,2-dioxaborolane